6-cyano-N-[(4,6-dimethyl-2-oxo-1H-pyridin-3-yl)methyl]-1-pentan-3-ylindole-4-carboxamide C(#N)C=1C=C(C=2C=CN(C2C1)C(CC)CC)C(=O)NCC=1C(NC(=CC1C)C)=O